Galactosamine methacrylate C(C(=C)C)(=O)O.OC1[C@H](N)[C@@H](O)[C@@H](O)[C@H](O1)CO